C(=O)(OC(C)(C)C)N([C@@H](CCCCN)C(=O)O)C(C(F)(F)F)=O Boc-N-e-trifluoroacetyl-L-lysine